FC1=C(C=CC(=C1)F)[C@@H]1N(CCC2=CC=CC=C12)C(=O)[C@H]1CCN(CCO1)C(=O)OC(C)(C)C tert-butyl (R)-7-((R)-1-(2,4-difluorophenyl)-1,2,3,4-tetrahydroisoquinoline-2-carbonyl)-1,4-oxaazepane-4-carboxylate